FC(C=1C=NNC1)(F)F 4-(Trifluoromethyl)pyrazol